methyl 4-benzyloxy-7-phenoxy-isoquinoline-3-carboxylate C(C1=CC=CC=C1)OC1=C(N=CC2=CC(=CC=C12)OC1=CC=CC=C1)C(=O)OC